(3S,4S)-3-((3-cyclopropyl-5-(((3-hydroxy)piperidin-4-yl)methylamino)pyrazolo[1,5-a]pyrimidin-7-yl)amino)benzonitrile C1(CC1)C=1C=NN2C1N=C(C=C2NC=2C=C(C#N)C=CC2)NC[C@H]2[C@@H](CNCC2)O